3-cyclopropyl-5-(4-(4-isopropylpiperazin-1-yl)phenyl)-2-(4-(methylsulfonyl)phenyl)-3H-imidazo[4,5-b]pyridine C1(CC1)N1C(=NC=2C1=NC(=CC2)C2=CC=C(C=C2)N2CCN(CC2)C(C)C)C2=CC=C(C=C2)S(=O)(=O)C